C1(CC1)C1=C(C(=NO1)C1=C(C=CC=C1Cl)Cl)COC1=CC=C(C=C1)C1=CC=C(C=C1)CC(=O)O 2-(4'-((5-cyclopropyl-3-(2,6-dichlorophenyl)isoxazol-4-yl)methoxy)-[1,1'-biphenyl]-4-yl)acetic acid